2-methoxybenzamide trifluoroacetate FC(C(=O)O)(F)F.COC1=C(C(=O)N)C=CC=C1